BrCC=1C(=NC=C(C1)OC(C)C)OC 3-(bromomethyl)-5-isopropoxy-2-methoxypyridine